2-(1-(4-Fluorobenzamido)ethyl)-5-(3-(trifluoromethyl)benzoyl)-5,6,7,8-tetrahydro-1,5-naphthyridin-1-ium FC1=CC=C(C(=O)NC(C)C2=[NH+]C=3CCCN(C3C=C2)C(C2=CC(=CC=C2)C(F)(F)F)=O)C=C1